3-[[3-fluoro-2-(methylsulfamoylamino)-4-pyridinyl]methyl]-4-methyl-7-pyrimidin-2-yloxychromen-2-one FC=1C(=NC=CC1CC=1C(OC2=CC(=CC=C2C1C)OC1=NC=CC=N1)=O)NS(NC)(=O)=O